CS(=O)(=O)OCC=1SC(=NN1)Br (5-Bromo-1,3,4-thiadiazol-2-yl)methyl methanesulfonate